CC1(CC(CC(C1)(C)C)N=C=O)CN=C=O 3,5,5-Trimethyl-1-isocyanato-3-isocyanatomethylcyclohexan